N1CC(C1)C=1C=CC(=NC1)N1CC(C1)C(F)(F)F 5-(Azetidin-3-yl)-2-[3-(trifluoro-methyl)azetidin-1-yl]pyridine